N-(2-chloroethyl)-2'-hydroxy-[1,1'-biphenyl]-4-sulfonamide ClCCNS(=O)(=O)C1=CC=C(C=C1)C1=C(C=CC=C1)O